(E)-2-(2-(1,3-dioxolan-2-yl)vinyl)-1-(2-fluorophenyl)-1H-imidazole O1C(OCC1)/C=C/C=1N(C=CN1)C1=C(C=CC=C1)F